tert-butyl-3,3-difluoro-7-azaspiro[4.5]decane C(C)(C)(C)C1CC(CC12CNCCC2)(F)F